N=1C=NN2C1C=C(C=C2)OC2=CC(=C(C=C2C)NC2=NC=NC1=CC(=C(C=C21)NC(/C(=C/[C@H]2N(CCC2)C)/F)=O)OC)OC (S,Z)-N-(4-((4-([1,2,4]triazolo[1,5-a]pyridin-7-yloxy)-2-methoxy-5-methylphenyl)amino)-7-methoxy-quinazolin-6-yl)-2-fluoro-3-(1-methylpyrrolidin-2-yl)acrylamide